3-methoxy-6-(1-methyl-1H-pyrazol-4-yl)-benzene-1,2-diamine COC1=C(C(=C(C=C1)C=1C=NN(C1)C)N)N